CC(C(C)NC([O-])=O)NC([O-])=O butane-2,3-diyldicarbamate